Deoxygalactose C1[C@H]([C@H]([C@H](OC1O)CO)O)O